FC(OC1=C(C(=CC=N1)C)C=O)F 6-(difluoromethoxy)-5-formyl-4-methylpyridine